(m-tolyl)-1,3,4-thiadiazole C1(=CC(=CC=C1)C=1SC=NN1)C